(2S)-4-(4-amino-7-methyl-5-{4-[(6-methylpyridin-2-yl)oxy]phenyl}-7H-pyrrolo[2,3-d]pyrimidin-6-yl)-2-methylpyrrolidine-1-carboxylic acid tert-butyl ester C(C)(C)(C)OC(=O)N1[C@H](CC(C1)C1=C(C2=C(N=CN=C2N)N1C)C1=CC=C(C=C1)OC1=NC(=CC=C1)C)C